ClC=1C=CC2=C(N=C(O2)C2CC3(CC(C3)NC(=O)C3=NC=CC=C3)C2)C1 N-[6-(5-chloro-1,3-benzoxazol-2-yl)spiro[3.3]heptan-2-yl]pyridine-2-carboxamide